C(C)C(COCC)O ethyl-2-ethoxyethanol